N-(6-(4-((2,6-diazaspiro[3.3]heptan-2-yl)methyl)-2-fluorophenyl)quinolin-4-yl)benzo[d]thiazol-5-amine C1N(CC12CNC2)CC2=CC(=C(C=C2)C=2C=C1C(=CC=NC1=CC2)NC=2C=CC1=C(N=CS1)C2)F